1-Bromo-3-fluoro-4-trifluoromethoxy-benzene BrC1=CC(=C(C=C1)OC(F)(F)F)F